C1(=CC=C(C=C1)CCCCCCO)CCCCCCO 4-benzenedihexanol